vinylbenzyltrimethylammonium bistrifluoromethanesulfonimide [N-](S(=O)(=O)C(F)(F)F)S(=O)(=O)C(F)(F)F.C(=C)C[N+](C)(C)CC1=CC=CC=C1